FC(C1=C2CN(C(C2=CC(=C1)C1=CC=C(C=C1)C1CCN(CC1)CC)=O)C(C(=O)NC=1SC=CN1)C1=C2N(C=N1)C[C@@H](C2)F)F |r| 2-[4-(difluoromethyl)-6-[4-(1-ethyl-4-piperidinyl)phenyl]-1-oxo-isoindolin-2-yl]-2-[rac-(6R)-6-fluoro-6,7-dihydro-5H-pyrrolo[1,2-c]imidazol-1-yl]-N-thiazol-2-yl-acetamide